NC=1C=C(C=C(C1)C1=NC=CC(=C1C)CC#N)C=1C(=C2C(=NC1)NC[C@]21C[C@](CC1)(C#N)C)Cl (1R,3S)-5'-(3-Amino-5-(4-(cyanomethyl)-3-methylpyridin-2-yl)phenyl)-4'-chloro-3-methyl-1',2'-dihydrospiro[cyclopentane-1,3'-pyrrolo[2,3-b]pyridine]-3-carbonitrile